indium(II) oxide [O-2].[In+2]